5-(difluoromethyl)-3-methylcyclopentene-1,4-diene-1-carboxylic acid chloride FC(C1=CC(=C=C1C(=O)Cl)C)F